CC(C)C1=C(C(=C(C=C1)Br)Br)Br tribromocumene